(1-(2-Hydroxyethyl)piperidin-4-yl)(8-(3-(trifluoromethoxy)phenyl)-1,3,4,5-tetrahydro-2H-1,5-methanobenzo[c]azepin-2-yl)methanone OCCN1CCC(CC1)C(=O)N1C2C3=C(C(CC1)C2)C=CC(=C3)C3=CC(=CC=C3)OC(F)(F)F